C(C1=CC=CC=C1)C(C(=O)N)C1=CC(=C(C=C1)Br)S(NC(C)(C)C)(=O)=O benzyl-2-[4-bromo-3-(tert-butylsulfamoyl)phenyl]Acetamide